3-(2-(5-(4-fluorobenzylidene)-3-(3-methoxyphenyl)-4-oxothiazolidine-2-ylidene)hydrazono)-5-fluoro-1H-indol-2-one FC1=CC=C(C=C2C(N(C(S2)=NN=C2C(NC3=CC=C(C=C23)F)=O)C2=CC(=CC=C2)OC)=O)C=C1